OC1=C(C=C(C=2C(C3=CC=CC=C3C(C12)=O)=O)O)S(=O)(=O)O 1,4-dihydroxy-2-sulfoanthraquinone